1,6-hexyleneglycol C(CCCCCO)O